FC1=CC(=C(C=C1)C1=NN2C(=NC=3C=CC=CC3C2=N1)NC=1C(N=CC=CC1)=O)OC(F)(F)F (3R)-3-({2-[4-fluoro-2-(trifluoromethoxy)phenyl][1,2,4]triazolo[1,5-c]quinazolin-5-yl}amino)azepin-2-one